(1Z)-4-bromo-N-isopropyl-phenylhydrazinecarbonyl bromide BrC1=CC=C(C=C1)NN(C(=O)Br)C(C)C